(R)-tert-butylmethylphosphine C(C)(C)(C)PC